3-bromo-7-chloro-6-((tetrahydrofuran-3-yl)oxy)imidazo[1,2-b]pyridazine BrC1=CN=C2N1N=C(C(=C2)Cl)OC2COCC2